ClC1=C(C=C(C=C1)NC(=O)N1C2CC(CC1(C2)CC=2OC(=NN2)C)C)N2N=CC=N2 cis-N-(4-chloro-3-(2H-1,2,3-triazol-2-yl)phenyl)-3-methyl-1-((5-methyl-1,3,4-oxadiazol-2-yl)methyl)-6-azabicyclo[3.1.1]heptane-6-carboxamide